BrC=1C=C(C=2C(=CNC2C1)CC1=CNC2=CC(=CC=C12)[N+](=O)[O-])C(=O)OC methyl 6-bromo-3-((6-nitro-1H-indol-3-yl) methyl)-1H-indole-4-carboxylate